dimethyl-(tetradecenyl)amine CN(C=CCCCCCCCCCCCC)C